tert-butyl (2R,3R)-3-(4-fluorophenoxy)-2-methylazetidine-1-carboxylate FC1=CC=C(O[C@H]2[C@H](N(C2)C(=O)OC(C)(C)C)C)C=C1